tert-butyl((1R,3R)-3-(iodomethyl)cyclobutoxy)dimethylsilane C(C)(C)(C)[Si](C)(C)OC1CC(C1)CI